C=1N=CN2C1C1=CC=CC=C1[C@@H]2[C@@H]2[C@@H](C1=CN(N=C1CC2)C)O (4S,5R)-5-((S)-5H-Imidazo[5,1-a]isoindol-5-yl)-2-methyl-4,5,6,7-tetrahydro-2H-indazol-4-ol